5-(6-chloroindolin-1-yl)sulfonyl-4-methyl-isoquinolin-1-ol ClC1=CC=C2CCN(C2=C1)S(=O)(=O)C1=C2C(=CN=C(C2=CC=C1)O)C